4-(1-((S)-1-((2S,4R)-4-hydroxy-2-(((S)-1-(4-(4-methylthiazol-5-yl)phenyl)ethyl)carbamoyl)pyrrolidin-1-yl)-3-methyl-1-oxobutan-2-yl)-1H-1,2,3-triazol-4-yl)piperidine-1-carboxylate O[C@@H]1C[C@H](N(C1)C([C@H](C(C)C)N1N=NC(=C1)C1CCN(CC1)C(=O)[O-])=O)C(N[C@@H](C)C1=CC=C(C=C1)C1=C(N=CS1)C)=O